B([O-])(O)O.C(C)C(C(=O)O)C(=O)O.C(C)C(C(=O)O)C(=O)O.[Li+] lithium bis(ethyl malonate) borate